6-chloro-3-(difluoromethyl)-2-[3-(difluoromethyl)-5-methyl-pyrazol-1-yl]pyridine ClC1=CC=C(C(=N1)N1N=C(C=C1C)C(F)F)C(F)F